(3R)-3-amino-5-[(4-chlorophenyl)methyl]-8-fluoro-1,1-dioxo-7-[5-[[(1S)-1-methyl-2-(trifluoromethoxy)ethyl]amino]-1,3,4-oxadiazol-2-yl]-2,3-dihydro-1λ6,5-benzothiazepin-4-one N[C@H]1CS(C2=C(N(C1=O)CC1=CC=C(C=C1)Cl)C=C(C(=C2)F)C=2OC(=NN2)N[C@H](COC(F)(F)F)C)(=O)=O